O1COC2=C1C=CC(=C2)C[C@@H](C)NC(SC)=O S-methyl (R)-(1-(benzo[d][1,3]dioxol-5-yl)propan-2-yl)carbamothioate